N1C(=NC2=C1C=CC=C2)C=2C=C1CN(C(C1=CC2)=O)N2C(CCCC2=O)=O (5-(1H-benzo[d]imidazol-2-yl)-1-oxoisoindolin-2-yl)piperidine-2,6-dione